7-(4-(piperazine-1-yl)butoxy)quinoline 5-((6,6-dimethyl-3-azabicyclo[3.1.0]hexane-3-carbonyl)thio)-2-methoxybenzoate CC1(C2CN(CC12)C(=O)SC=1C=CC(=C(C(=O)O)C1)OC)C.N1(CCNCC1)CCCCOC1=CC=C2C=CC=NC2=C1